C1CCC2=NC3=C(C(=C21)NC(=O)N=[S@@](=O)(N)C2=CC=C(C=C2)C(C)(C)O)CCC3 (S)-N'-((1,2,3,5,6,7-hexahydrodicyclopenta[b,e]pyridin-8-yl)carbamoyl)-4-(2-hydroxypropan-2-yl)benzenesulfonimidamide